CC1(OC=2C(C=C1)=C(C=C(C2)\C=C\C2=CC=CC=C2)O)C 2,2-Dimethyl-7-[(E)-styryl]-2H-1-benzopyran-5-ol